C(C)[C@H]1NC[C@H](N(C1)C(=O)OC(C)(C)C)C tert-butyl (2R,5R)-5-ethyl-2-methyl-piperazine-1-carboxylate